COC(OC1=CC(=CC=C1O)\C=C\C(=O)CC(=O)\C=C\C1=CC=C(O)C(OC)=C1)OC bismethoxycurcumin